ClC=1C=CC(=C(C1)CC(=O)NC1=CCN(C=C1)C1(CCCC1)C#C)O 4-[[2-(5-Chloro-2-hydroxyphenyl)acetyl]amino]-N-(1-ethynylcyclopentyl)pyridin